(R)-3-amino-1-methyl-pyrrolidin-2-one N[C@H]1C(N(CC1)C)=O